Cl.O1C=CC2=C1C=CC=C2 Benzofuran, monohydrochloride